C(O[C@@H](C)C1=CC(=C(C=C1)N)F)([O-])=O (S)-(1-(4-amino-3-fluoro-phenyl)ethyl) carbonate